C(C)(C)(C)OC(C[C@@H](CCO)N)=O (R)-3-amino-5-hydroxypentanoic acid tert-butyl ester